(2R)-3-(((2,3-bis((4-aminobutanoyl)oxy)propoxy)(hydroxy)phosphoryl)oxy)propane-1,2-diylditetradecanoate dihydrochloride Cl.Cl.NCCCC(=O)OC(COP(=O)(O)OC[C@H](CCCCCCCCCCCCCCC(=O)O)CCCCCCCCCCCCCC(=O)O)COC(CCCN)=O